COC1=CC=C(C(C2=CC=C(C=C2)OC)(C2=CC=CC=C2)OC[C@@H]2[C@H]([C@]([C@@H](O2)N2C(=O)NC(=O)C=C2)(O)F)O)C=C1 5'-O-(4,4'-Dimethoxytrityl)-2'-fluorouridine